(1S,2S)-2-fluoro-N-(6-(6-fluoro-7-(1-formamidoethyl)-5-(trifluoromethyl)-1H-indazol-4-yl)imidazo[1,2-a]pyrazin-2-yl)cyclopropane-1-carboxamide F[C@@H]1[C@@H](C1)C(=O)NC=1N=C2N(C=C(N=C2)C2=C3C=NNC3=C(C(=C2C(F)(F)F)F)C(C)NC=O)C1